t-butyldimethyl-(t-butylperoxy)silane C(C)(C)(C)[Si](OOC(C)(C)C)(C)C